1-(2,2-dimethoxyethyl)-4-(4,4,5,5-tetramethyl-1,3,2-dioxaborolan-2-yl)pyrazole COC(CN1N=CC(=C1)B1OC(C(O1)(C)C)(C)C)OC